[Li+].C(#N)C1=CC(=C(C=C1)N1CCC(CC1)SC1=CC=C(C=N1)COC=1C(=C(C(=O)[O-])C=CC1)[N+](=O)[O-])F ((6-((1-(4-cyano-2-fluorophenyl)piperidin-4-yl)thio)pyridin-3-yl)methoxy)-2-nitrobenzoic acid lithium salt